FC1=CC(=C(C=C1)NC1=C(C(=O)NC=2C(=NC(=CC2)OC)C)C=CC(=N1)C(F)(F)F)C 2-((4-fluoro-2-methylphenyl)amino)-N-(6-methoxy-2-methylpyridin-3-yl)-6-(trifluoromethyl)nicotinamide